3-methoxy-4-((methylthio)methoxy)benzaldehyde COC=1C=C(C=O)C=CC1OCSC